4,4,4-trifluorobutenoic acid FC(C=CC(=O)O)(F)F